C1=CC(=CC=2OC3=C(C21)C=CC=C3)N(C3=CC=CC=C3)C3=CC2=C(C1=C(O2)C(=C2C=C4C(OC5=C4C=CC(=C5)N(C=5C=CC4=C(OC6=C4C=CC=C6)C5)C5=CC=CC=C5)=C(C2=C1)C1=CC=CC=C1)C1=CC=CC=C1)C=C3 3,10-bis[N-(dibenzofuran-3-yl)-N-phenylamino]-6,13-diphenylnaphtho[2,3-b:6,7-b']bisbenzofuran